(2S,3S)- and (2R,3R)-3-hydroxyleucine O[C@H]([C@H](N)C(=O)O)C(C)C |r|